CC1=CN=C(N=N1)N[C@@H]1C[C@H](CC1)NC1=CC=C(C=N1)N1C(C=CC(=C1)C#N)=O 6'-(((1S,3S)-3-((6-Methyl-1,2,4-triazin-3-yl)amino)cyclopentyl)amino)-2-oxo-2H-[1,3'-bipyridine]-5-carbonitrile